5,7-bis(3-(aminomethyl)phenyl)-3-((2-(2-ethoxy-2-oxoethyl)phenoxy)methyl)benzofuran-2-carboxylic acid tert-butyl ester C(C)(C)(C)OC(=O)C=1OC2=C(C1COC1=C(C=CC=C1)CC(=O)OCC)C=C(C=C2C2=CC(=CC=C2)CN)C2=CC(=CC=C2)CN